3-(1H-benzo[d]imidazol-2-yl)-4-[2-(4-methylpiperazin-1-yl)ethoxy]-N-(4-pyrazin-2-ylphenyl)aniline N1C(=NC2=C1C=CC=C2)C=2C=C(NC1=CC=C(C=C1)C1=NC=CN=C1)C=CC2OCCN2CCN(CC2)C